N-[(2S)-5-[[(1R,2S)-2-(4-fluorophenyl)cyclopropyl]amino]-1-(4-methylpiperazin-1-yl)-1-oxopentan-2-yl]-4-(pyrimidin-2-yl)benzamide FC1=CC=C(C=C1)[C@H]1[C@@H](C1)NCCC[C@@H](C(=O)N1CCN(CC1)C)NC(C1=CC=C(C=C1)C1=NC=CC=N1)=O